COC=1C=C(C=C(C1OC)OC)C=CC1=CC=C(C=C1)OC 3,4,5,4'-tetramethoxystilbene